C(C)C(CN[C@@H](C)C(=O)O)CC.C(C)C(CN[C@@H](C)C(=O)O)CC.P(OC[C@H]1O[C@]([C@@H]([C@@H]1O)O)(C#N)C1=CC=C2C(=NC=NN21)N)(=O)(N)N |&1:29| ((2R,3S,4R,SR)-5-(4-aminopyrrolo[2,1-f][1,2,4]triazin-7-yl)-5-cyano-3,4-dihydroxytetrahydrofuran-2-yl)methyl phosphorodiamidate bis(2-ethylbutyl-L-alaninate)